tert-amyl peroxyneodecanoate di(4-tert-butylcyclohexyl)peroxydicarbonate C(C)(C)(C)C1CCC(CC1)OC(=O)OOC(=O)OC1CCC(CC1)C(C)(C)C.C(CCCCCC(C)(C)C)(=O)OOC(C)(C)CC